OC(CC(CC1(OC2=C3C(=CC(=C2CC1)OC)COC3=O)C)=O)(C)C 2-(4-hydroxy-4-methyl-2-oxopentyl)-5-methoxy-2-methyl-4,7-dihydro-3H-furo[3,4-h]chromen-9-one